(S)-N-(1-(4-fluorophenyl)-2-hydroxy-2-methylpropyl)-3-(2-methylpyridin-4-yl)-1H-pyrazolo[3,4-b]pyridine-5-amide FC1=CC=C(C=C1)[C@@H](C(C)(C)O)NC(=O)C=1C=C2C(=NC1)NN=C2C2=CC(=NC=C2)C